2-[4-({(1R)-1-[3-(difluoromethyl)-2-fluorophenyl]ethyl}amino)-2-methylpyrido[3,4-d]pyrimidin-6-yl]-2-azabicyclo[2.2.1]heptane-5-carbonitrile FC(C=1C(=C(C=CC1)[C@@H](C)NC=1C2=C(N=C(N1)C)C=NC(=C2)N2C1CC(C(C2)C1)C#N)F)F